8-methyl-6-(1-propionyl-azetidin-3-yloxy)-2-(4-trifluoromethyl-pyridin-2-yl)-3H-quinazolin-4-one CC=1C=C(C=C2C(NC(=NC12)C1=NC=CC(=C1)C(F)(F)F)=O)OC1CN(C1)C(CC)=O